1-(4-fluorophenyl)-3-(2-methyl-6-oxo-1,6-dihydropyridin-3-yl)-2,3-dihydroquinazolin-4(1H)-one FC1=CC=C(C=C1)N1CN(C(C2=CC=CC=C12)=O)C1=C(NC(C=C1)=O)C